FC=1C=C(C=CC1F)C=1C=C(C=NC1)OC=1C=C(N(C(C1)=O)C1CCC(CC1)O)C#N 4-{[5-(3,4-difluorophenyl)pyridin-3-yl]oxy}-1-(4-hydroxycyclohexyl)-6-oxo-1,6-dihydropyridine-2-carbonitrile